BrC1=C(C(=CC(=C1)C(C(F)(F)F)(C(C(F)(F)F)(F)F)F)C(F)(F)F)NC(C1=C(C(=CC=C1)N(C(C1=CC=C(C=C1)F)=O)O)F)=O N-(2-bromo-4-(perfluorobutan-2-yl)-6-(trifluoromethyl)phenyl)-2-fluoro-3-((hydroxy)(4-fluorobenzoyl)amino)benzamide